C(#N)C=1C=CC(=C2C=CC=NC12)C1C2(CC2(CN1)C(F)(F)F)C(=O)N[C@@H]1CC[C@H](CC1)N(C)C (8-cyanoquinolin-5-yl)-N-(trans-4-(dimethylamino)cyclohexyl)-5-(trifluoromethyl)-3-azabicyclo[3.1.0]hexane-1-carboxamide